1-(1-(2-fluoroacryloyl)azetidin-3-yl)-5-(methylamino)-1H-pyrazole-4-carboxamide FC(C(=O)N1CC(C1)N1N=CC(=C1NC)C(=O)N)=C